ClCCN1N=C(C(=C(C1=O)C#N)C1=CC=C(C=C1)Cl)C1=CC=C(C=C1)Cl 2-(2-chloroethyl)-5,6-bis(4-chlorophenyl)-2,3-dihydro-3-oxo-4-pyridazinecarbonitrile